FC1=CC=CC=2N=C(SC21)N(CCC2=CC(=CC=C2)C(F)(F)F)CC2=CC=C(C=C2)C#CC(=O)O 3-(4-(((7-fluorobenzo[d]thiazol-2-yl)(3-(trifluoromethyl)phenethyl)-amino)methyl)phenyl)propiolic acid